FC1=C2[C@H](CCC(C2=CC(=C1)F)O)C1=C2CC([C@H](C2=C(C=C1)SC(F)(F)F)O)(F)F (4R)-5,7-difluoro-4-[(1S)-2,2-difluoro-1-hydroxy-7-(trifluoromethylsulfanyl)indan-4-yl]tetralin-1-ol